2-(4-bromophenyl)-N'-ethyloxazole-4-carbohydrazide BrC1=CC=C(C=C1)C=1OC=C(N1)C(=O)NNCC